N1=C(C=CC=C1)C1=C(C=CC=C1)[Ir](C1=C(C=CC=C1)C1=NC=CC=C1)C1=C(C=CC=C1)C1=NC=CC=C1 tris(2-(pyridin-2-yl)phenyl)iridium